2-methylpropan-2-yl {[4-(3-amino-4-formamido-6-chloro-2-fluorophenyl)-3-cyanothieno[2,3-c]pyridin-2-yl]amino}methanoate NC=1C(=C(C(=CC1NC=O)Cl)C1=C2C(=CN=C1)SC(=C2C#N)NC(=O)OC(C)(C)C)F